N1(CCOCC1)C1=NC=NC=N1 (morpholin-4-yl)-1,3,5-triazine